Propyl (S)-1-methyl-3-(3-((7-(5-methyl-1,2,4-oxadiazol-3-yl)isoquinolin-1-yl)amino)pyrrolidine-1-carbonyl)-1H-pyrazole-5-carboxylate CN1N=C(C=C1C(=O)OCCC)C(=O)N1C[C@H](CC1)NC1=NC=CC2=CC=C(C=C12)C1=NOC(=N1)C